C(CN)C(=O)O aminopropionic Acid